(3R)-3-(6-chloro-2-(4-hydroxy-2,2-dimethylpyrrolidine-1-carbonyl)-1,2,3,4-tetrahydroisoquinolin-8-yl)morpholine-4-carboxylic acid tert-butyl ester C(C)(C)(C)OC(=O)N1[C@@H](COCC1)C=1C=C(C=C2CCN(CC12)C(=O)N1C(CC(C1)O)(C)C)Cl